1-(2-Hydroxyphenyl)-3-(4-dimethylaminophenyl)-2-propen-1-one OC1=C(C=CC=C1)C(C=CC1=CC=C(C=C1)N(C)C)=O